(2R,3R,4S,5S)-2-(4-Amino-7H-pyrrolo[2,3-d]pyrimidin-7-yl)-5-((((3-methyl-5-phenyl-1H-pyrazol-4-yl)methyl)thio)methyl)tetrahydrofuran-3,4-diol NC=1C2=C(N=CN1)N(C=C2)[C@@H]2O[C@@H]([C@H]([C@H]2O)O)CSCC=2C(=NNC2C2=CC=CC=C2)C